C(C)OC=CC=1C=C2C=NN(C2=CC1)C1CNCCC1 3-(5-(2-ethoxyvinyl)-1H-indazol-1-yl)piperidine